BrC1=NN(C(=C1)NC(CC1=C(C=CC=C1)Cl)=O)C N-(3-bromo-1-methyl-1H-pyrazol-5-yl)-2-(2-chlorophenyl)acetamide